[(biphenylyl)dibenzothiophenyl](diphenyltriazinyl)biphenyl C1(=C(C=CC=C1)C1=C(C2=C(SC3=C2C=CC=C3)C=C1)C=1C(=C(C=CC1)C1=CC=CC=C1)C1=NN=NC(=C1C1=CC=CC=C1)C1=CC=CC=C1)C1=CC=CC=C1